Sodium Gluconat O=C([C@H](O)[C@@H](O)[C@H](O)[C@H](O)CO)[O-].[Na+]